[1,2,4]triazolo[3,4-a]phthalazine N=1N=CN2C1C1=CC=CC=C1C=N2